C(C)(C)(C)OC(=O)N[C@@H](CC(=O)O)CC1=C(C=C(C(=C1)F)F)F (R)-3-(tert-butoxycarbonylamino)-4-(2,4,5-trifluorophenyl)butanoic acid